CN(C1=CC=C(C(=O)OC=C)C=C1)C (4-dimethylaminobenzoyl)oxyethylene